[C@@H]12N(CCN[C@@H]2CC1)C(=O)OC(C)(C)C |r| rac-tert-butyl (1R,6R)-2,5-diazabicyclo[4.2.0]octane-2-carboxylate